1-butyryl-N-((4-(2-methylbenzamido)naphthalen-1-yl)sulfonyl)pyrrolidine-2-carboxamide benzyl-N-[(1S)-3-methyl-1-[(1H-pyrazol-3-ylmethylamino)carbamoyl]butyl]carbamate C(C1=CC=CC=C1)OC(N[C@@H](CC(C)C)C(NNCC1=NNC=C1)=O)=O.C(CCC)(=O)N1C(CCC1)C(=O)NS(=O)(=O)C1=CC=C(C2=CC=CC=C12)NC(C1=C(C=CC=C1)C)=O